(3-(2-(1-(phenylsulfonyl)-1H-pyrrolo[2,3-b]pyridin-3-yl)thiazol-4-yl)phenyl)-1-(thiazol-2-yl)ethan-1-ol C1(=CC=CC=C1)S(=O)(=O)N1C=C(C=2C1=NC=CC2)C=2SC=C(N2)C=2C=C(C=CC2)C(C)(O)C=2SC=CN2